BrC=1C(=NC=C(C1)C(F)(F)F)OCCO[Si](C)(C)C(C)(C)C 3-bromo-2-(2-((tert-butyldimethylsilyl)oxy)ethoxy)-5-(trifluoromethyl)pyridine